C(C1=CC=CC=C1)OC(=O)N[C@H](CN1CC2=CC=C(C=C2CC1)C(=O)O)CCC(=O)OC(C)(C)C.N(=C=O)CCCCCOC1=CC(=NC(=C1)C1=NC=CC=C1)C1=NC=CC=C1 4-(5-isocyanatopentoxy)-2,6-bis(2-pyridinyl)pyridine (S)-2-(2-(((benzyloxy)carbonyl)amino)-5-(tert-butoxy)-5-oxopentyl)-1,2,3,4-tetrahydroisoquinoline-6-carboxylate